COC(C1=C(C=C(C=C1F)OCC1CCN(CC1)C(C)=O)N)=O.SCC(CC)(CS)CS 1,1,1-tris(mercaptomethyl)propane methyl-4-[(1-acetylpiperidin-4-yl)methoxy]-2-amino-6-fluorobenzoate